((2S,4S)-1-acryloyl-4-(4-(3-(dimethylamino)azetidin-1-yl)-7-(2,3-dimethylphenyl)-6-fluoro-8-methyl-1H-[1,2,3]triazolo[4,5-c]quinolin-1-yl)piperidin-2-yl)acetonitrile C(C=C)(=O)N1[C@@H](C[C@H](CC1)N1N=NC=2C(=NC=3C(=C(C(=CC3C21)C)C2=C(C(=CC=C2)C)C)F)N2CC(C2)N(C)C)CC#N